1,4-dicyano-2-methyl-2-butene C(#N)CC(=CCC#N)C